FC1=C(C(=CC=C1)C(F)(F)F)C1CCN(CC1)C(=O)C1=NNC=2CN(CCC21)C(C)=O 1-(3-(4-(2-fluoro-6-(trifluoromethyl)phenyl)piperidine-1-carbonyl)-1,4,5,7-tetra-hydro-6H-pyrazolo[3,4-c]pyridin-6-yl)-ethan-1-one